3-methoxy-4-methoxycarbonyl-phenylboronic acid COC=1C=C(C=CC1C(=O)OC)B(O)O